O1CCN(CC1)C1=NC(C=2C(=N1)N(CC2)C2=CC=CC=C2)C(=O)OC methyl 2-morpholino-7-phenyl-4,7-dihydro-6H-pyrrolo[2,3-d]pyrimidine-4-carboxylate